C1(=CC=CC=C1)N(C(=O)N1[C@@H]([C@H]2CC[C@@H](C1)N2C(N(CC=2SC=CC2C)CC)=O)C(=O)O)C2=CC=CC=C2 (1R,2S,5S)-3-(diphenylcarbamoyl)-8-(ethyl((3-methylthiophen-2-yl)methyl)carbamoyl)-3,8-diazabicyclo[3.2.1]octane-2-carboxylic acid